N-(2-((R)-4-Cyanothiazolidin-3-yl)-2-oxoethyl)-6-((RS)-3-fluoro-3-methylpyrrolidin-1-yl)quinoline-4-carboxamide C(#N)[C@H]1N(CSC1)C(CNC(=O)C1=CC=NC2=CC=C(C=C12)N1C[C@](CC1)(C)F)=O |&1:24|